NC1=C2C=CC=NC2=C(C=C1C(=O)C=1C2=CN(N=C2C(=CC1)F)C1OCC1)C1CC1 (5-Amino-8-cyclopropylquinolin-6-yl)-[7-fluoro-2-(oxetan-2-yl)indazol-4-yl]methanone